6-acetamido-N-[(1S,2S)-2-[(4-fluorophenoxy)methyl]cyclopentyl]-3-pyrimidin-2-yl-pyridine-2-carboxamide C(C)(=O)NC1=CC=C(C(=N1)C(=O)N[C@@H]1[C@H](CCC1)COC1=CC=C(C=C1)F)C1=NC=CC=N1